C1(=CC=CC=C1)S(=O)(=O)CC(=O)C1=CC=CC=C1 2-(benzenesulfonyl)acetophenone